4-(5-chloro-2-((1-(4-cyanocyclohexyl)-1H-pyrazol-4-yl)amino)pyrimidin-4-yl)-N-(2,2,2-trifluoroethyl)benzamide ClC=1C(=NC(=NC1)NC=1C=NN(C1)C1CCC(CC1)C#N)C1=CC=C(C(=O)NCC(F)(F)F)C=C1